ethyl (2E)-3-{4-methyl-1-[3-(methylsulfonyl)propyl]-1H-benzotriazol-5-yl}prop-2-enoate CC1=C(C=CC=2N(N=NC21)CCCS(=O)(=O)C)/C=C/C(=O)OCC